FC1=CC=C(C=C1)S(=O)(=O)N[C@@H](C(=O)N[C@@H]([C@@H](C(=O)NCC1=NC=CC=C1)O)CC1=CC=CC=C1)C (2S,3R)-3-((R)-2-((4-fluorophenyl)sulfonamido)propionamido)-2-hydroxy-4-phenyl-N-(Pyridin-2-ylmethyl)butyramide